[Cl-].C[NH+](C)CC(C)O N,N-Dimethyl-2-hydroxypropylammonium chloride